CC=1C=2N(C=CC1C=1C=NNC1)N=C(N2)N[C@H]2CN(CC2)C(=O)C2=CC=C(C=C2)NC(C#CC)=O (R)-N-(4-(3-((8-Methyl-7-(1H-pyrazol-4-yl)-[1,2,4]triazolo[1,5-a]pyridin-2-yl)amino)pyrrolidine-1-carbonyl)phenyl)but-2-ynamide